F[C@@H]1CC[C@@H](C2=C(C1)C=C(C=C2)C2=NC(=NC=C2)NC=2C=NN(C2)C)NC(=O)C2=NOC(=N2)C2(CC2)C N-((5S,8R)-8-fluoro-2-(2-((1-methyl-1H-pyrazol-4-yl)amino)pyrimidin-4-yl)-6,7,8,9-tetrahydro-5H-benzo[7]annulen-5-yl)-5-(1-methylcyclopropyl)-1,2,4-oxadiazole-3-carboxamide